P(=O)(OCC(CCCC)CC)(OCC(CCCC)CC)OC1=CC=C(C=C1)N(C)C bis(2-ethylhexyl) 4-dimethylaminophenyl phosphate